1-(4-(4-morpholinyl-6-(5-(morpholinylmethyl)thiophen-2-yl)-1,3,5-triazin-2-yl)phenyl)-3-(pyridin-2-yl)urea N1(CCOCC1)C1=NC(=NC(=N1)C=1SC(=CC1)CN1CCOCC1)C1=CC=C(C=C1)NC(=O)NC1=NC=CC=C1